3-(4-methoxyphenyl)-2-(3-(4-methoxyphenyl)furan-2-yl)-1-phenyl-1H-pyrrole COC1=CC=C(C=C1)C1=C(N(C=C1)C1=CC=CC=C1)C=1OC=CC1C1=CC=C(C=C1)OC